FC(C(=O)O)(F)F.C(#N)CC1CCC(CC1)N1C(=NC=2C1=C1C(=NC2)NC=C1)CC(=O)NC 2-(1-((1r,4r)-4-(cyanomethyl)cyclohexyl)-1,6-dihydroimidazo[4,5-d]Pyrrolo[2,3-b]Pyridin-2-yl)-N-methylacetamide trifluoroacetate salt